5-((2-(phenylethynyl)pyrimidin-4-yl)oxy)-1H-1,2,3-triazole-4-carboxylic acid C1(=CC=CC=C1)C#CC1=NC=CC(=N1)OC1=C(N=NN1)C(=O)O